1-(benzo[B]thiophen-4-yl)piperazine S1C2=C(C=C1)C(=CC=C2)N2CCNCC2